pyridyl-3-alanyl-L-serine benzyl ester trifluoroacetate FC(C(=O)O)(F)F.C(C1=CC=CC=C1)OC([C@@H](NC1=NC=CC=C1)C(O)C([C@@H](N)C)=O)=O